4-(4-fluorophenyl)-N-(4-hydroxyphenyl)piperazine-1-carboxamide FC1=CC=C(C=C1)N1CCN(CC1)C(=O)NC1=CC=C(C=C1)O